FC=1C=C(C=C(C1)F)C1CC=NN1C(=O)C12CC(C1)(C2)CN2N=C(C(=C2)C)C#N 1-((3-(5-(3,5-difluorophenyl)-4,5-dihydro-1H-pyrazole-1-carbonyl)bicyclo[1.1.1]-pentan-1-yl)methyl)-4-methyl-1H-pyrazole-3-carbonitrile